1,3-Dimethyl-1H-pyrazolo[3,4-c]pyridin-4-amine CN1N=C(C2=C1C=NC=C2N)C